4-fluoro-2-((2R,4S)-4-fluoro-1-(3-(4-(2-hydroxyethyl)-1H-1,2,3-triazole-1-yl)imidazo[1,2-b]pyridazin-6-yl)pyrrolidin-2-yl)phenol FC1=CC(=C(C=C1)O)[C@@H]1N(C[C@H](C1)F)C=1C=CC=2N(N1)C(=CN2)N2N=NC(=C2)CCO